benzyl 4-((1s,3s)-3-(benzyloxy)cyclobutoxy)piperidine-1-carboxylate C(C1=CC=CC=C1)OC1CC(C1)OC1CCN(CC1)C(=O)OCC1=CC=CC=C1